di-tert-butyl-2,3-bis(diphenylphosphino)-propane C(C)(C)(C)C(C(C)P(C1=CC=CC=C1)C1=CC=CC=C1)(P(C1=CC=CC=C1)C1=CC=CC=C1)C(C)(C)C